COC1=CC(=C(C=C1NN1CN=CC=C1N1OCC[C@@H]1C1=CC=CC=C1)NC(C=C)=O)N1CCC(CC1)N1C2CN(C(C1)C2)C N-(4-methoxy-2-(4-(5-methyl-2,5-diazabicyclo[2.2.1]heptane-2-yl)piperidine-1-yl)-5-((6-((R)-3-phenylisoxazolidine-2-yl)pyrimidine-1-yl)amino)phenyl)acrylamide